OC1=CC(N(C2=NC(=CC=C12)C(F)(F)F)C1=CC=CC=C1)=O 4-hydroxy-1-phenyl-7-(trifluoromethyl)-1,8-naphthyridin-2(1H)-one